2-Ethyl-4-nitro-3-phenylbutanal C(C)C(C=O)C(C[N+](=O)[O-])C1=CC=CC=C1